(4-(benzyloxy)phenoxy)oxetane C(C1=CC=CC=C1)OC1=CC=C(OC2OCC2)C=C1